C(C)C1=CC=C(CN2C(=NC3=C(C2=O)CN(CC3)C(=O)OCC3=CC=CC=C3)Cl)C=C1 benzyl 3-(4-ethylbenzyl)-2-chloro-4-oxo-3,5,7,8-tetrahydropyrido[4,3-d]pyrimidine-6(4H)-carboxylate